S(=O)(=O)(O)CCO.S(=O)(=O)(O)CCO.O(CCCOC1=C(C=C(C(=N)N)C=C1)Br)C1=C(C=C(C(=N)N)C=C1)Br 4,4'-(Trimethylenedioxy)bis-(3-bromobenzamidine) diisethionate